(4-bromo-1-ethoxybutoxy)triethylsilane BrCCCC(O[Si](CC)(CC)CC)OCC